CC(CO)(CNC1=C(C=NC2=CC=CC=C12)[N+](=O)[O-])C 2,2-dimethyl-3-(3-nitroquinolin-4-ylamino)propan-1-ol